COC1=NC=C(C2=C1N=C(S2)[NH-])C=2C=NC=CC2 (4-methoxy-7-pyridin-3-yl-thiazolo[4,5-c]pyridin-2-yl)-amid